C(C=C)(=O)NC=1C=C(C=CC1N1CCOCC1)NC1=NC=2N(C(=N1)C1=CN(C3=CC=CC=C13)C)N=CC2 2-(3-Acryloylamino-4-morpholinylphenylamino)-4-(1-methylindol-3-yl)pyrazolo[1,5-a][1,3,5]triazine